Cl[C@@]1(NC=2N(C(C=NC2C(N1)=O)C)C1CCCC1)N (R)-2-chloro-8-cyclopentyl-7-methyl-7,8-dihydropterin